O1-tert-butyl O2-[7-(1-octylnonoxy)-7-oxo-heptyl] (2S)-4-hydroxypyrrolidine-1,2-dicarboxylate OC1C[C@H](N(C1)C(=O)OC(C)(C)C)C(=O)OCCCCCCC(=O)OC(CCCCCCCC)CCCCCCCC